NC(CC=1CCN(CC1)C(=O)OC(C)(C)C)C(=O)OCC tert-butyl 4-(2-amino-3-ethoxy-3-oxopropyl)-3,6-dihydropyridine-1(2H)-carboxylate